C(CCCCCCCCCCCCCCCC)(=O)NCCS(=O)(=O)O N-heptadecanoyltaurine